4-[azetidin-3-yl(cyclopropyl)amino]phenol N1CC(C1)N(C1=CC=C(C=C1)O)C1CC1